1-Methylpiperidin-4-yl 4-(pyridin-2-ylmethyl)-3,4-dihydroquinoxaline-1(2H)-carboxylate N1=C(C=CC=C1)CN1CCN(C2=CC=CC=C12)C(=O)OC1CCN(CC1)C